7-bromo-8-cyano-6-(4-nitrophenyl)-3,4-dihydropyrrolo[1,2-a]pyrazine-2(1H)-carboxylic acid tert-butyl ester C(C)(C)(C)OC(=O)N1CC=2N(CC1)C(=C(C2C#N)Br)C2=CC=C(C=C2)[N+](=O)[O-]